N-[2-(azetidin-1-yl)-2-oxo-ethyl]-5-[2,6-dichloro-4-[6-(difluoromethyl)-3,5-dioxo-1,2,4-triazin-2-yl]phenoxy]-2-[(4-methoxyphenyl)methoxy]benzenesulfonamide magnesium [Mg].N1(CCC1)C(CNS(=O)(=O)C1=C(C=CC(=C1)OC1=C(C=C(C=C1Cl)N1N=C(C(NC1=O)=O)C(F)F)Cl)OCC1=CC=C(C=C1)OC)=O